(R)-N-(3,3-dimethyl-4-phenylbutan-2-yl)-1-methyl-5-oxo-4,5-dihydro-1H-1,2,4-triazole-3-carboxamide CC([C@@H](C)NC(=O)C1=NN(C(N1)=O)C)(CC1=CC=CC=C1)C